C(C)(C)(C)OC(=O)NC=1C(=NC(=C(C1)C(F)(F)F)C(CCC=C)(C(F)(F)F)O)C(=O)O 3-(tert-Butoxycarbonylamino)-6-[1-hydroxy-1-(trifluoromethyl)pent-4-enyl]-5-(trifluoromethyl)pyridine-2-carboxylic Acid